N-[(5-methoxypyrazin-2-yl)methyl]-6-methyl-4-[(1-methylcyclopropyl)amino]furo[2,3-d]pyrimidine-5-carboxamide COC=1N=CC(=NC1)CNC(=O)C1=C(OC=2N=CN=C(C21)NC2(CC2)C)C